3-cyclopropylaziridine-2-carboxylic acid C1(CC1)C1C(N1)C(=O)O